C(C)(C)(C)[Si](C)(C)N=S(=O)(C1=CN=C(S1)C)Cl tert-butyl-[[chloro-(2-methylthiazol-5-yl)-oxo-sulfanylidene]amino]-dimethyl-silane